FC1=C(C#N)C=CC(=C1)C1=CC(=NN1C1=CC=C(C=C1)OC)NC[C@@H]1CNCCC1 (S)-2-fluoro-4-(1-(4-methoxyphenyl)-3-((piperidin-3-ylmethyl)amino)-1H-pyrazol-5-yl)benzonitrile